(2,3-difluorobenzyl)(methyl)((4-(5-(trifluoromethyl)-1,2,4-oxadiazol-3-yl)phenyl)imino)-λ6-sulfanone FC1=C(CS(=O)(=NC2=CC=C(C=C2)C2=NOC(=N2)C(F)(F)F)C)C=CC=C1F